Cl.N[C@H](C(=O)N[C@H](C(=O)NC1=CC=C(C=C1)CO)CCCNC(=O)N)C(C)C (S)-2-((S)-2-amino-3-methylbutanamido)-N-(4-(hydroxymethyl)phenyl)-5-ureidovaleramide hydrochloride